tert-butyl [(2R)-1-(4-methylpiperazin-1-yl)-1-oxopropan-2-yl]carbamate CN1CCN(CC1)C([C@@H](C)NC(OC(C)(C)C)=O)=O